2-((2-bromo-6-iodo-3-(methoxymethoxy)pyridin-4-yl)oxy)cyclohexanol BrC1=NC(=CC(=C1OCOC)OC1C(CCCC1)O)I